BrC1=CC=C(C=C1)[N+]([O-])=NC1=CC=CC=C1 p-bromoazoxybenzene